(3S)-tert-butyl 3-((6-bromo-3-methylpyridin-2-yl) carbamoyl)-5-(pyrrolidin-1-ylmethyl)-2-azabicyclo[3.1.0]hexane-2-carboxylate BrC1=CC=C(C(=N1)NC(=O)[C@H]1N(C2CC2(C1)CN1CCCC1)C(=O)OC(C)(C)C)C